FC1=C(C=C(C(=C1)OC)S(=O)(=O)N1C=CC2=CC=CC=C12)N1C(NC=2C(C1=O)=C(SC2)C(=O)O)=O 3-[2-fluoro-5-(indole-1-sulfonyl)-4-methoxyphenyl]-2,4-dioxo-1H-thieno[3,4-d]pyrimidine-5-carboxylic acid